FC(OC[C@H](N)C1=CC=C(C=C1)S(=O)(=O)CC)F (R)-2-(difluoromethoxy)-1-(4-(ethylsulfonyl)phenyl)ethanamine